C12(CC3CC(CC(C1)C3)C2)C(=O)[O-].[Na+] sodium adamantanecarboxylate salt